3-chloro-4-(3-ethyl-3-(1-methylpiperidin-4-yl)pyrrolidin-1-yl)-2,6-difluoro-N-(6-fluoropyridin-2-yl)benzenesulfonamide ClC=1C(=C(C(=CC1N1CC(CC1)(C1CCN(CC1)C)CC)F)S(=O)(=O)NC1=NC(=CC=C1)F)F